2-(4-[1,1'-biphenyl]yl)-2-(4-(2-(trifluoromethyl)phenyl)butynyl)malononitrile C1(=CC=C(C=C1)C(C#N)(C#N)C#CCCC1=C(C=CC=C1)C(F)(F)F)C1=CC=CC=C1